6-(2-(4-acetamido-3,3-dimethylpiperidin-1-yl)-1,1-difluoro-2-oxoethyl)-5-fluoro-N-(4-fluoro-3-methylphenyl)picolinamide C(C)(=O)NC1C(CN(CC1)C(C(F)(F)C1=C(C=CC(=N1)C(=O)NC1=CC(=C(C=C1)F)C)F)=O)(C)C